FC1=C(C(=C(C(=C1F)COC)F)F)COC(=O)C1C(C1C=C(C)C#N)(C)C [2,3,5,6-tetrafluoro-4-(methoxymethyl)phenyl]methyl-3-(2-cyano-1-propen-1-yl)-2,2-dimethylcyclopropanecarboxylate